allantoate C(C(NC(=O)N)NC(=O)N)(=O)[O-]